phenylsulphonylcarbamate C1(=CC=CC=C1)S(=O)(=O)NC([O-])=O